CC1CCC(CCC1)O 4-methyl-cycloheptanol